tetrahydro-4H-isoxazolo[3,4-c]pyrido(4',3':3,4)pyrazolo[1,5-a]azepine N1OCC2C1=C1N(CCC2)NC2=C1C=NC=C2